CN1N=NC(=C1C=1C=CC=2C3=C(N(C2C1)C(C1CCOCC1)C1=CC=CC=C1)C=C(O3)C(C)(C)O)C 2-(6-(1,4-dimethyl-1H-1,2,3-triazol-5-yl)-4-(phenyl-(tetrahydro-2H-pyran-4-yl)methyl)-4H-furo[3,2-b]indol-2-yl)propan-2-ol